NC=1C2=C(N=CN1)N(C=C2C2=CC(=CC=C2)CN)CC(=O)N2[C@@H](C[C@H](C2)F)C(=O)NCC2=C(C(=CC=C2)Cl)F (2S,4R)-1-(2-(4-amino-5-(3-(aminomethyl)phenyl)-7H-pyrrolo[2,3-d]pyrimidin-7-yl)acetyl)-N-(3-chloro-2-fluorobenzyl)-4-fluoropyrrolidine-2-carboxamide